FC(CC(C(=O)NC1=NC=CC(=C1)C1=C(C=2C(N(C=C(C2N1)CC(F)(F)F)C)=O)C1=CC=CC=C1)C1=CC=C(C=C1)F)F (+)-4,4-difluoro-2-(4-fluorophenyl)-N-{4-[5-methyl-4-oxo-3-phenyl-7-(2,2,2-trifluoroethyl)-4,5-dihydro-1H-pyrrolo[3,2-c]pyridin-2-yl]pyridin-2-yl}butanamide